chloro-3-hydroxy-3-phenyl-2-(3-(trifluoromethyl)benzyl)propionic acid ethyl ester C(C)OC(C(C(C1=CC=CC=C1)O)(CC1=CC(=CC=C1)C(F)(F)F)Cl)=O